FC1=C(CN2C3=C(C(=C(CC2=O)C(=O)OC)O)C=CC=C3)C=CC=C1 Methyl 1-(2-fluorobenzyl)-5-hydroxy-2-oxo-2,3-dihydro-1H-benzo[b]azepine-4-carboxylate